C(C)(C)(C)OC(=O)NCCC1=CN=C2N1C=C(C=C2)C2=C(OCCC=1C(=NN(C1C)C)C(=O)OC)C=C(C=C2)F methyl 4-(2-(2-(3-(2-((tert-butoxycarbonyl)amino)ethyl)imidazo[1,2-a]pyridin-6-yl)-5-fluorophenoxy)ethyl)-1,5-dimethyl-1H-pyrazole-3-carboxylate